NC=1N=C(C=2C(N1)=CN(N2)CC2=C(C=C(C=C2)N2CCN(CC2)C(CC2CC(C2)C(=O)NCCCCCCCCCCCCCCCCCC)=O)OC)NCCCC (1s,3s)-3-(2-(4-(4-((5-amino-7-(butylamino)-2H-pyrazolo[4,3-d]pyrimidin-2-yl)methyl)-3-methoxyphenyl)piperazin-1-yl)-2-oxoethyl)-N-octadecylcyclobutane-1-carboxamide